(S)-2-((((9H-fluoren-9-yl)methoxy)carbonyl)amino)-3-(2-methyl-1H-indol-3-yl)propanoic acid C1=CC=CC=2C3=CC=CC=C3C(C12)COC(=O)N[C@H](C(=O)O)CC1=C(NC2=CC=CC=C12)C